(S)-N-((S)-3-oxo-4-(trifluoromethyl)-3,5,6,7-tetrahydro-2H-cyclopenta[c]pyridazin-7-yl)-2-((1-(5-(trifluoromethyl)pyrimidin-2-yl)piperidin-4-yl)amino)propanamide O=C1C(=C2C(=NN1)[C@H](CC2)NC([C@H](C)NC2CCN(CC2)C2=NC=C(C=N2)C(F)(F)F)=O)C(F)(F)F